tert-butyl (S)-6-(4-amino-5-methoxy-5-oxopentanamido)hexanoate N[C@@H](CCC(=O)NCCCCCC(=O)OC(C)(C)C)C(=O)OC